2,2,4-Trimethylhexane-1,6-diamine CC(CN)(CC(CCN)C)C